C=1(C(=CC=C2C=CC=CC12)C(=O)O)C=1C(=CC=C2C=CC=CC12)C(=O)O 1,1'-binaphthyl-2,2'-dicarboxylic acid